tert-butyl (S)-5-oxo-8-(trifluoromethyl)-1,2,4,4a,5,6-hexahydro-3H-pyrazino[1,2-a]Quinoxaline-3-carboxylate O=C1[C@H]2N(C3=CC=C(C=C3N1)C(F)(F)F)CCN(C2)C(=O)OC(C)(C)C